C(C)(=O)NCCN(CC[C@@H](C(=O)O)NC1=NC(=NC2=CC=CC=C12)C=1C=NC=CC1)CCCCC1=NC=2NCCCC2C=C1 (S)-4-((2-acetamidoethyl)(4-(5,6,7,8-tetrahydro-1,8-naphthyridin-2-yl)butyl)amino)-2-((2-(pyridin-3-yl)quinazolin-4-yl)amino)butanoic acid